distearyl 3,3'-dithiopropionate CCCCCCCCCCCCCCCCCCOC(=O)CCSSCCC(=O)OCCCCCCCCCCCCCCCCCC